2-oxo-2-[(2R,5S)-5-methyl-2-[2-[(3S)-1-methylpyrrolidin-3-yl]indazol-5-yl]-1-piperidyl]-N-[1-(2-trimethylsilylethoxymethyl)pyrazolo[4,3-c]pyridin-7-yl]acetamide O=C(C(=O)NC=1C2=C(C=NC1)C=NN2COCC[Si](C)(C)C)N2[C@H](CC[C@@H](C2)C)C2=CC1=CN(N=C1C=C2)[C@@H]2CN(CC2)C